ClC=1N=C(SC1)N1N=CC(=C1)CC(=O)NC1=NNC(=C1)C1CC1 2-(1-(4-chlorothiazol-2-yl)-1H-pyrazol-4-yl)-N-(5-cyclopropyl-1H-pyrazol-3-yl)acetamide